FC(S(=O)(=O)[Si]([Si](S(=O)(=O)C(F)(F)F)(C)C)(C)C)(F)F 1,2-bis(trifluoromethanesulfonyl)tetramethyldisilane